(4-(bromomethyl)phenyl)carbamic acid tert-butyl ester C(C)(C)(C)OC(NC1=CC=C(C=C1)CBr)=O